C(C=C)(=O)NCC=1C(=CC(=NC1)C1=C(C=C(C=C1)F)F)C1=NN(C=C1)CC=1C=C(C(=O)NC)C=CC1 3-((3-(5-(acrylamidomethyl)-2-(2,4-difluorophenyl)pyridin-4-yl)-1H-pyrazol-1-yl)methyl)-N-methylbenzamide